F[C@H]1CN(CC[C@H]1NC1=C2C=C(N(C2=CC=C1)CC(F)(F)F)C1=NOC(=N1)CNC(=O)C=1N(C=CC1)CCOC)C N-{[3-(4-{[(3S,4R)-3-fluoro-1-methylpiperidin-4-yl]amino}-1-(2,2,2-trifluoroethyl)-1H-indol-2-yl)-1,2,4-oxadiazol-5-yl]methyl}-1-(2-methoxyethyl)-1H-pyrrole-2-carboxamide